(S)-N-(3-amino-1-(hydroxyamino)-3-methyl-1-oxobutan-2-yl)-4-((4-(((2-methoxyethyl)amino)methyl)phenyl)ethynyl)benzamide dihydrochloride Cl.Cl.NC([C@@H](C(=O)NO)NC(C1=CC=C(C=C1)C#CC1=CC=C(C=C1)CNCCOC)=O)(C)C